tert-butyl (1R,5S,6s)-6-((2-(1-cyclopropylimidazo[1,5-a]pyridin-3-yl)propan-2-yl)carbamoyl)-3-azabicyclo[3.1.1]heptane-3-carboxylate C1(CC1)C=1N=C(N2C1C=CC=C2)C(C)(C)NC(=O)C2[C@H]1CN(C[C@@H]2C1)C(=O)OC(C)(C)C